4-Chloro-2,6-difluoro-N-(o-tolylcarbamoyl)benzamide ClC1=CC(=C(C(=O)NC(NC2=C(C=CC=C2)C)=O)C(=C1)F)F